1-(2,6-Difluoro-4-methoxyphenyl)-2-[4-(difluoromethoxy)benzamido]-N-[(pyridin-3-yl)methyl]-1H-imidazole-4-carboxamide FC1=C(C(=CC(=C1)OC)F)N1C(=NC(=C1)C(=O)NCC=1C=NC=CC1)NC(C1=CC=C(C=C1)OC(F)F)=O